3-fluoro-5-methyl-2-[4-[[(3R)-1-methyl-3-piperidinyl]amino]pyrrolo[1,2-d][1,2,4]triazin-1-yl]phenol FC=1C(=C(C=C(C1)C)O)C=1C=2N(C(=NN1)N[C@H]1CN(CCC1)C)C=CC2